COC=1C=C2CC(COC2=CC1)C(=O)C1=CN(C2=CC(=CC=C12)C=1C=NNC1OC)CC1N(CC1)C (6-Methoxychroman-3-yl)-[6-(5-methoxy-1H-pyrazol-4-yl)-1-[[(1S)-1-methylazetidin-2-yl]methyl]indol-3-yl]methanone